(S)-5-((tert-butyldiphenylsilyl)oxy)-6-(ethyl-(methyl)amino)-2-methylhexan-1-en-3-one [Si](C1=CC=CC=C1)(C1=CC=CC=C1)(C(C)(C)C)O[C@@H](CC(C(=C)C)=O)CN(C)CC